C(C)C1=CNC=2NC=CC21 3-ethyl-1H-pyrrolo[2,3-b]-pyrrole